C(=O)(O)[C@@H](CC=1C=C(C=C(C1)F)CN(CC1=CC(=CC(=C1)F)C[C@H](C(=O)O)[C@@H]1CNCC1)CC=1C=C(C=C(C1)F)C[C@H](C(=O)O)[C@@H]1CNCC1)[C@@H]1CNCC1 (2S)-3-(3-{[Bis({3-[(2S)-2-carboxy-2-[(3R)-pyrrolidin-3-yl]ethyl]-5-fluorophenyl}methyl)amino]methyl}-5-fluorophenyl)-2-[(3R)-pyrrolidin-3-yl]propanoic acid